(7Z)-2-methoxy-7-{[(R)-2-methylpropan-2-sulfinyl]imino}-5,7-dihydrospiro[cyclopenta[b]pyridine-6,4'-piperidine]-1'-carboxylic acid tert-butyl ester C(C)(C)(C)OC(=O)N1CCC/2(CC1)CC=1C(=NC(=CC1)OC)\C2=N/[S@](=O)C(C)(C)C